(1-(3,5-difluorobenzyl)-6-(4-methoxypyrrolo[2,1-f][1,2,4]triazin-5-yl)-1H-imidazo[4,5-b]pyridin-2-yl)methanol FC=1C=C(CN2C(=NC3=NC=C(C=C32)C=3C=CN2N=CN=C(C23)OC)CO)C=C(C1)F